N-[5-(2-methoxyethoxy)pyridin-3-yl]-1,8,10-triazatricyclo[7.4.0.02,7]trideca-2(7),3,5,8,10,12-hexaene-11-carboxamide COCCOC=1C=C(C=NC1)NC(=O)C1=NC2=NC=3C=CC=CC3N2C=C1